(2R,8aR)-2-(2,3-dichloro-6-hydroxyphenyl)-7-[(dimethylamino)methyl]-hexahydro-1H-indolizin-5-one ClC1=C(C(=CC=C1Cl)O)[C@H]1C[C@H]2CC(CC(N2C1)=O)CN(C)C